1-(4-iodo-6-(trifluoromethyl)-2,3-dihydro-1H-pyrrolo[2,3-b]pyridin-1-yl)ethan-1-one IC1=C2C(=NC(=C1)C(F)(F)F)N(CC2)C(C)=O